(E)-3-(3-Bromo-4-phenylmethoxyphenyl)-1-(2-hydroxyphenyl)prop-2-en-1-one BrC=1C=C(C=CC1OCC1=CC=CC=C1)/C=C/C(=O)C1=C(C=CC=C1)O